N-hydroxy-[1,1'-biphenyl]-4-carboxamide ONC(=O)C1=CC=C(C=C1)C1=CC=CC=C1